CC(C)(CCC(C)(CCCC)C)CCCC 2,5-dimethyl-2,5-dibutyl-hexane